C(N)(OC1CC(N(CC1)CC1=CC(=C(C=C1)CCC1=NC(=NC(=C1N)N(CC1=C(C=C(C=C1)OC)OC)CC1=C(C=C(C=C1)OC)OC)OCCCC)OC)C(C)(C)C)=O (tert-butyl 1-(4-(2-(5-amino-6-(bis(2,4-dimethoxybenzyl) amino)-2-butoxypyrimidin-4-yl) ethyl)-3-methoxybenzyl) piperidin-4-yl) carbamate